2-(3-(4-ethylphenyl)ureido)propanamide C(C)C1=CC=C(C=C1)NC(NC(C(=O)N)C)=O